ClC1=NC(=NC(=N1)N)N 2-Chloro-4,6-Diamino-1,3,5-triazine